(3S,4R)-3-amino-4-hydroxypyrrolidin-2-one hydrochloride Cl.N[C@@H]1C(NC[C@H]1O)=O